ClC=1C=C(C=CC1)C(C#C)O 1-(3-chlorophenyl)-2-propyn-1-ol